FC(CC1OC1)(C(C(F)(F)F)(F)F)C(F)(F)F [2,3,3,4,4,4-Hexafluoro-2-(trifluoromethyl)butyl]oxirane